1,1-dicyclohexylpentane C1(CCCCC1)C(CCCC)C1CCCCC1